4,6-bis-(2,4-dimethylphenyl)-2-(2-hydroxy-4-(3-dodecyloxy-2-hydroxypropoxy)-phenyl)-s-triazine CC1=C(C=CC(=C1)C)C1=NC(=NC(=N1)C1=C(C=C(C=C1)C)C)C1=C(C=C(C=C1)OCC(COCCCCCCCCCCCC)O)O